CN1CC2=C(CC1)N=CS2 5-methyl-4,5,6,7-tetrahydrothiazolo[5,4-c]pyridine